2-(2-(5-Cyclopropyl-3-(2,6-dichlorophenyl)isoxazol-4-yl)-7-azaspiro[3.5]nonan-7-yl)-4-fluorobenzo[d]thiazol C1(CC1)C1=C(C(=NO1)C1=C(C=CC=C1Cl)Cl)C1CC2(C1)CCN(CC2)C=2SC1=C(N2)C(=CC=C1)F